2-(Bicyclo[1.1.1]pentan-1-yl)-5H-spiro[benzo[d]thiazol-6,4'-piperidin]-4(7H)-one C12(CC(C1)C2)C=2SC1=C(N2)C(CC2(CCNCC2)C1)=O